N-(2-(3-(5-isopropoxy-pyridin-2-yl)-1,2,4-thiadiazol-5-ylamino)pyridin-3-yl)-N-isopropylacetamide C(C)(C)OC=1C=CC(=NC1)C1=NSC(=N1)NC1=NC=CC=C1N(C(C)=O)C(C)C